N-(6-(4-(4-cyanophenyl)-5-hydroxy-3-methyl-1H-pyrazol-1-yl)pyridin-3-yl)-N'-methylsulfamide C(#N)C1=CC=C(C=C1)C=1C(=NN(C1O)C1=CC=C(C=N1)NS(=O)(=O)NC)C